OCCS(=O)(=O)NC1=CC(=C(C(=O)NC=2C=C3C=CC=NC3=C(N2)N2CCN(CC2)CC(F)(F)F)C=C1)N1CCC2(CC2)CC1 4-(2-hydroxyethylsulfonylamino)-2-(6-azaspiro[2.5]octane-6-yl)-N-(8-(4-(2,2,2-Trifluoroethyl)piperazin-1-yl)-1,7-naphthyridin-6-yl)benzamide